OC(CC(=O)O)CC(=O)O.OC(CC(=O)O)CC(=O)O 3-Hydroxyglutaric acid (3-hydroxyglutarate)